(3R)-2-methylpropan-2-yl 3-(prop-2-ynyloxy)tetrahydropyrrole-1-carboxylate C(C#C)O[C@H]1CN(CC1)C(=O)OC(C)(C)C